(2R)-N-((R or S)-(3-chloro-2,4-difluorophenyl)(trans-3-(trifluoromethyl)cyclopentyl)methyl)-2-methyl-3-oxopiperazine-1-carboxamide ClC=1C(=C(C=CC1F)[C@H](NC(=O)N1[C@@H](C(NCC1)=O)C)[C@@H]1C[C@H](CC1)C(F)(F)F)F |o1:8|